N1=CC=C(C=C1)C1=NN2C(N=CC3=CC=CC=C23)=C1 (pyridin-4-yl)pyrazolo[1,5-a]quinazoline